methyl 2-(3-nitrophenyl)cyclobutane-1-carboxylate [N+](=O)([O-])C=1C=C(C=CC1)C1C(CC1)C(=O)OC